BrC=1N(C(=C(N1)C(=O)NC=1C=C2C(=NNC2=CC1)C1=CC=CC=C1)C)C 2-bromo-1,5-dimethyl-N-(3-phenyl-1H-indazol-5-yl)-1H-imidazole-4-carboxamide